BrC=1C=C(C=C2C(N(C(=NC12)C1CCN(CC1)C(=O)OC(C)(C)C)C)=O)C tert-butyl 4-(8-bromo-3,6-dimethyl-4-oxo-quinazolin-2-yl)piperidine-1-carboxylate